5-(4-chloro-2-ethyl-2H-indazol-5-yl)-2-{3,6-diaza-bicyclo[3.2.1]octan-6-yl}-3-methyl-3H,4H,7H-pyrrolo[2,3-d]pyrimidin-4-one hydrochloride Cl.ClC=1C2=CN(N=C2C=CC1C1=CNC=2N=C(N(C(C21)=O)C)N2C1CNCC(C2)C1)CC